5-methyl-4-[2-(trifluoromethyl)-4-pyridyl]imidazol CC1=C(N=CN1)C1=CC(=NC=C1)C(F)(F)F